3-Amino-3-({1-[(2-ethylbutanoyl)oxy]propan-2-yl}carbamoyl)propanoic acid NC(CC(=O)O)C(NC(COC(C(CC)CC)=O)C)=O